C(C)(C)O[Al](OC(C)C)OC(C)C tri-iso-propoxyaluminum